tert-butyl ((2-(6-((2S,6R)-2,6-dimethylmorpholino)pyridin-2-yl)-1,6-naphthyridin-7-yl)methyl)carbamate C[C@@H]1O[C@@H](CN(C1)C1=CC=CC(=N1)C1=NC2=CC(=NC=C2C=C1)CNC(OC(C)(C)C)=O)C